methyl-2-methyl-carbonyloxyanthracene CC1=C(C=CC2=CC3=CC=CC=C3C=C12)OC(=O)C